4-phenyl-1,2,5-thiadiazol-3-ol C1(=CC=CC=C1)C=1C(=NSN1)O